NC1=CC=C2C(C=C(OC2=C1[N+](=O)[O-])C=1C=NN(C1)C)=O 7-amino-2-(1-methyl-1H-pyrazol-4-yl)-8-nitro-4H-chromen-4-one